(Z,2E)-5-[1-(2,4-dichloro-phenyl)pyrazol-3-yl]oxy-2-methoxyimino-N,3-dimethyl-pent-3-enamide ClC1=C(C=CC(=C1)Cl)N1N=C(C=C1)OC\C=C(/C(/C(=O)NC)=N\OC)\C